6-ETHYL-1-METHYLPYRAZOLO[4,3-C]PYRIDIN-4-AMINE C(C)C1=CC2=C(C(=N1)N)C=NN2C